3-[2-[[(3S)-1-tert-butoxycarbonyl-3-piperidyl]amino]-5-(trifluoromethyl)pyrimidin-4-yl]-1H-indole-6-carboxylic acid C(C)(C)(C)OC(=O)N1C[C@H](CCC1)NC1=NC=C(C(=N1)C1=CNC2=CC(=CC=C12)C(=O)O)C(F)(F)F